3-(7-(8-chloro-7-fluoro-3-hydroxynaphthalen-1-yl)-8-fluoro-2-(((2R,7aS)-2-fluorotetrahydro-1H-pyrrolizin-7a(5H)-yl)methoxy)pyrido[4,3-d]pyrimidin-4-yl)-3-azabicyclo[3.2.1]octan-6-ol ClC=1C(=CC=C2C=C(C=C(C12)C1=C(C=2N=C(N=C(C2C=N1)N1CC2CC(C(C1)C2)O)OC[C@]21CCCN1C[C@@H](C2)F)F)O)F